5-[4-[2-(4-chloro-2-methylphenoxy)acetylamino]phenyl]-1H-naphtho[1,2-B][1,4]diazepine-2,4(3H,5h)-dione ClC1=CC(=C(OCC(=O)NC2=CC=C(C=C2)N2C3=C(NC(CC2=O)=O)C2=CC=CC=C2C=C3)C=C1)C